tert-Butyl (3R)-3-[(1S)-2-tert-butoxy-1-[(3-cyclobutylphenyl)methyl]-2-oxo-ethyl]pyrrolidine-1-carboxylate C(C)(C)(C)OC([C@@H](CC1=CC(=CC=C1)C1CCC1)[C@@H]1CN(CC1)C(=O)OC(C)(C)C)=O